FC(CC(C1=CC=C(C=C1)F)N1N=CC(=C1)B1OC(C(O1)(C)C)(C)C)F 1-(3,3-difluoro-1-(4-fluorophenyl)propyl)-4-(4,4,5,5-tetramethyl-1,3,2-dioxaborolan-2-yl)-1H-pyrazole